4'-((2-(tert-butyl)-1H-imidazol-1-yl)methyl)-3'-fluoro-N-(5-bromopyrimidin-2-yl)-5-isobutyl-[1,1'-biphenyl]-2-sulfonamide C(C)(C)(C)C=1N(C=CN1)CC1=C(C=C(C=C1)C=1C(=CC=C(C1)CC(C)C)S(=O)(=O)NC1=NC=C(C=N1)Br)F